C(C)(C)(C)OC(=O)N1C2CN(CC1CC2)C2=NC(=CC=C2)OCC2=C(C=C(C=C2)C#N)F.CN(C(=O)N2CC(CCC2)C)CC2=C(C(=CC(=C2)F)F)F N,3-dimethyl-N-(2,3,5-trifluorobenzyl)piperidine-1-carboxamide tert-butyl-3-(6-((4-cyano-2-fluorobenzyl)oxy)pyridin-2-yl)-3,8-diazabicyclo[3.2.1]octane-8-carboxylate